BrC=1C=C2N=CC(N(C2=CC1)CC1CCC1)=O 6-bromo-1-(cyclobutylmethyl)quinoxalin-2(1H)-one